2-ethyl-7-nitro-1-propyl-5-(trifluoromethyl)-1H-benzimidazole C(C)C1=NC2=C(N1CCC)C(=CC(=C2)C(F)(F)F)[N+](=O)[O-]